OC/C(=C/CCP(=O)(OC1=CC=CC=C1)N[C@@H](C)C(=O)OCC1=CC=C(C=C1)NC([C@H](C)N=[N+]=[N-])=O)/C 4-((S)-2-Azidopropanamido)benzyl (((E)-5-hydroxy-4-methylpent-3-en-1-yl) (phenoxy)phosphoryl)-L-alaninate